tert-Butyl methyl{[1-(7-oxabicyclo[2.2.1]hept-2-ylmethyl)-5-oxo-4,5-dihydro-1H-pyrazol-3-yl]methyl}carbamate CN(C(OC(C)(C)C)=O)CC1=NN(C(C1)=O)CC1C2CCC(C1)O2